2-(6-{5-chloro-2-[(oxan-4-yl)amino]pyrimidin-4-yl}-1-oxo-2,3-dihydro-1H-isoindol-2-yl)-N-[(1S)-1-(3-cyclopropylphenyl)-2-hydroxyethyl]acetamide ClC=1C(=NC(=NC1)NC1CCOCC1)C1=CC=C2CN(C(C2=C1)=O)CC(=O)N[C@H](CO)C1=CC(=CC=C1)C1CC1